((1S,4S,6R)-6-((4,6-dimethylpyrimidin-2-yl)amino)-2-azabicyclo[2.2.1]hept-2-yl)(6-methyl-2-(pyrimidin-2-yl)pyridin-3-yl)methanone CC1=NC(=NC(=C1)C)N[C@@H]1C[C@@H]2CN([C@H]1C2)C(=O)C=2C(=NC(=CC2)C)C2=NC=CC=N2